C1(=CC=CC=C1)C1=NC(=CC(=N1)C1=CC=C(C=C1)C1=C(C(=NC(=C1N1C=2C=CC=CC2C=2C3=C(C=CC12)C=CC=C3)C3=CC=CC=C3)N3C=1C=CC=CC1C=1C2=C(C=CC31)C=CC=C2)N2C=3C=CC=CC3C=3C1=C(C=CC23)C=CC=C1)C1=CC=CC=C1 7,7',7''-(4-(4-(2,6-diphenylpyrimidin-4-yl)phenyl)-6-phenylpyridine-2,3,5-triyl)tris(7H-benzo[c]carbazole)